C1(=CC=C(C=C1)OC=1SC2=NC=3N(C=C2N1)CCC3)C 2-(4-tolyloxy)-6,7-dihydropyrrolo[1,2-a]thiazolo[5,4-d]pyrimidine